(1S,3S)-3-((2-methyl-6-(1-methyl-5-(((((4-oxopentyl)oxy)carbonyl)amino)methyl)-1H-1,2,3-triazol-4-yl)pyridin-3-yl)oxy)cyclohexane-1-carboxylic acid CC1=NC(=CC=C1O[C@@H]1C[C@H](CCC1)C(=O)O)C=1N=NN(C1CNC(=O)OCCCC(C)=O)C